Methyl (S)-((3-(3-fluoro-4-(2-oxa-6-azaspiro[3.3]heptan-6-yl)phenyl)-2-oxo-oxazolidin-5-yl)methyl)carbamate FC=1C=C(C=CC1N1CC2(COC2)C1)N1C(O[C@H](C1)CNC(OC)=O)=O